CC=1N(C=C(N1)C)C=1C=CC=C(C1)O 5-(2,4-dimethyl-1H-imidazol-1-yl)phenol